N1(CCCC1)C(=O)O.C(C1=CC=NC=C1)(=O)N (isonicotinamide) pyrrolidine-1-carboxylate